C(C)SC1=NOC(C1)(C)C 3-(ethylsulfanyl)-5,5-dimethyl-4,5-dihydroisoxazole